C=C1OC(OC1)(C)C 4-methylene-2,2-dimethyl-1,3-dioxolane